FC([C@@H](NC1=CC=C(C=C1)C1=CC2=C(N=CN=C2N2CCOCC2)N1)[C@@H]1CN(CC1)C1CCN(CC1)C(C=C)=O)(F)F 1-(4-((S)-3-((S)-2,2,2-trifluoro-1-((4-(4-morpholino-7H-pyrrolo[2,3-d]pyrimidin-6-yl)phenyl)amino)ethyl)pyrrolidin-1-yl)piperidin-1-yl)prop-2-en-1-one